methyl 4-bromo-1-(4-fluorophenyl)-1H-indazole-6-carboxylate BrC1=C2C=NN(C2=CC(=C1)C(=O)OC)C1=CC=C(C=C1)F